O1CCOC2=NC(=CC=C21)CC#CC(=O)N 2H,3H-[1,4]dioxino[2,3-b]pyridin-6-ylbut-2-ynamide